N-(4-(5,5-Dimethyl-1,3,4,5-tetrahydro-2H-benzo[c]azepine-2-yl)-2,6-dimethylphenyl)-3,3-Dimethylbutanamide CC1(C2=C(CN(CC1)C1=CC(=C(C(=C1)C)NC(CC(C)(C)C)=O)C)C=CC=C2)C